(R)-N-(3-(7-methyl-1H-indazol-5-yl)-1-(4-(1-methylpiperidin-4-yl)piperazin-1-yl)-1-oxopropan-2-yl)-1-(7-oxo-3,4,7,8-tetrahydro-2H-thiopyrano[2,3-b]pyridin-6-yl)piperidine-4-carboxamide CC=1C=C(C=C2C=NNC12)C[C@H](C(=O)N1CCN(CC1)C1CCN(CC1)C)NC(=O)C1CCN(CC1)C1=CC2=C(NC1=O)SCCC2